4-[(3S,4R)-4-(5-chloro-2-pyridinyl)-3-methyl-1-piperidinyl]-1,6-dimethyl-pyrazolo[3,4-b]pyridine ClC=1C=CC(=NC1)[C@H]1[C@@H](CN(CC1)C1=C2C(=NC(=C1)C)N(N=C2)C)C